NC=1C=C(C=CC1B1OC(C(O1)(C)C)(C)C)CN(C(C)=O)C1=C(C=CC=C1)S(=O)(=O)C N-{[3-amino-4-(4,4,5,5-tetramethyl-1,3,2-dioxaborolan-2-yl)phenyl]methyl}-N-(2-methanesulfonylphenyl)acetamide